3-fluoro-4-(((5-fluoro-2-(piperidin-4-ylamino)pyrimidin-4-yl)oxy)methyl)benzonitrile FC=1C=C(C#N)C=CC1COC1=NC(=NC=C1F)NC1CCNCC1